O.Cl.CC1=NC(=NC(=C1)C)N1CC2C(C1)CN(C2)C(=O)C2=C(C=C(C=C2)OC)N2N=CC=N2 (5-(4,6-dimethylpyrimidin-2-yl)hexahydropyrrolo[3,4-c]pyrrol-2(1H)-yl)(4-methoxy-2-(2H-1,2,3-triazol-2-yl)phenyl)methanone hydrochloride hydrate